C1(CCCC1)C1=NC=C(C(=N1)OC1=CC=CC=C1)C(=O)N(C)CC(OC)OC 2-cyclopentyl-N-(2,2-dimethoxyethyl)-N-methyl-4-phenoxy-pyrimidine-5-carboxamide